N-(cyclohexenyl)-3-(triethoxysilyl)-1-propylamine C1(=CCCCC1)NCCC[Si](OCC)(OCC)OCC